[C@H]12CN(C[C@H](CC1)N2)C=2C1=C(N=C(N2)OCC23CCCN3CCC2)C(=C(N=C1)C1=CN=C(C2=CC=CC=C12)O)F 4-(4-((1R,5S)-3,8-diazabicyclo[3.2.1]octane-3-yl)-8-fluoro-2-((tetrahydro-1H-pyrrolizine-7a(5H)-yl)methoxy)pyrido[4,3-d]pyrimidin-7-yl)isoquinolin-1-ol